Racemic-1-(3-cyanophenyl)-3-(isoquinolin-4-yl)-2-oxoimidazolidine-4-carbonitrile C(#N)C=1C=C(C=CC1)N1C(N([C@H](C1)C#N)C1=CN=CC2=CC=CC=C12)=O |r|